C(C1=CC=CC=C1)N(C=1C=C2C[C@@]3(CC2=CC1)C(NC1=NC=CC=C13)=O)CC1=CC=CC=C1 (3R)-5'-(dibenzylamino)spiro[1H-pyrrolo[2,3-b]pyridine-3,2'-indan]-2-one